C(C=C)(=O)N1[C@H](CN(C[C@H]1C)C1=NC(N2C3=C(C(=C(C=C13)C(F)(F)F)C1=CC=C(C=C1)F)SCC(C2)(COC)COC)=O)C 8-((3S,5R)-4-acryloyl-3,5-dimethylpiperazin-1-yl)-11-(4-fluorophenyl)-3,3-bis(methoxymethyl)-10-(trifluoromethyl)-3,4-dihydro-2H,6H-[1,4]thiazepino[2,3,4-ij]quinazolin-6-one